[N+](=O)([O-])C1=CC2=NC(C(N=C2C=C1[N+](=O)[O-])=O)=O 6,7-Dinitroquinoxaline-2,3-dione